methyl 1-[5-(3,3-difluoroazetidin-1-yl)-3-hydroxypyridin-2-yl]-5-methylpyrrole-3-carboxylate FC1(CN(C1)C=1C=C(C(=NC1)N1C=C(C=C1C)C(=O)OC)O)F